Ethyl N-(2-((S)-2-(4-amino-3-chlorobenzamido)-3,3-dimethylbutanamido)-2-phenylacetamido)-N-(2-cyanoacetyl)glycinate NC1=C(C=C(C(=O)N[C@H](C(=O)NC(C(=O)NN(CC(=O)OCC)C(CC#N)=O)C2=CC=CC=C2)C(C)(C)C)C=C1)Cl